N,N-diethylethylammonium phosphate P(=O)([O-])([O-])[O-].C(C)[NH+](CC)CC.C(C)[NH+](CC)CC.C(C)[NH+](CC)CC